O1CCC(CC1)OC1=C(C(=O)N)C=CC=C1 (tetrahydro-2H-pyran-4-oxy)benzamide